methyl 2-piperidinylcarboxylate N1C(CCCC1)C(=O)OC